P(=O)(OC1=CC=C(C=C1)C(C)(C)C)(OC1=CC=C(C=C1)C(C)(C)C)[O-] bis(4-tertiary butyl phenyl) phosphate